3,6,10,11-tetra(n-pentyloxy)triphenylene-2,7-dipropanol C(CCCC)OC=1C(=CC=2C3=CC(=C(C=C3C3=CC(=C(C=C3C2C1)OCCCCC)CCCO)OCCCCC)OCCCCC)CCCO